4-allyloxy-7-aminocoumarin C(C=C)OC1=CC(OC2=CC(=CC=C12)N)=O